C(C)C1(C(=O)NCCCC1)N monoethyl-aminocaprolactam